N-[(2,4-DIMETHOXYPHENYL)METHYL]-4-METHYL-6-[4-(OXAN-2-YLOXYMETHYL)-3-(4,4,5,5-TETRAMETHYL-1,3,2-DIOXABOROLAN-2-YL)PHENYL]PHTHALAZIN-1-AMINE Palladium(II) diacetate C(C)(=O)[O-].C(C)(=O)[O-].[Pd+2].COC1=C(C=CC(=C1)OC)CNC1=NN=C(C2=CC(=CC=C12)C1=CC(=C(C=C1)COC1OCCCC1)B1OC(C(O1)(C)C)(C)C)C